(2S)-2,6-bis[(t-Butoxycarbonyl)amino]-N-[2-(trifluoromethyl)benzyl]hexanamide C(C)(C)(C)OC(=O)N[C@H](C(=O)NCC1=C(C=CC=C1)C(F)(F)F)CCCCNC(=O)OC(C)(C)C